decyl-oleic acid C(CCCCCCCCC)C(C(=O)O)CCCCCC\C=C/CCCCCCCC